5-[(2S,6R)-6-methyl-11-piperazin-1-yl-4,7,10-triaza-tricyclo[7.4.0.02,7]tridec-1(9),10,12-trien-4-yl]quinoline-8-carbonitrile C[C@@H]1CN(C[C@@H]2C=3C=CC(=NC3CN12)N1CCNCC1)C1=C2C=CC=NC2=C(C=C1)C#N